3,3-biphenyl diisocyanate [N-]=C=O.[N-]=C=O.C1=CC(=CC=C1)C=1C=CC=CC1